C(C)(C)(C)OOC1=CC(=C(C=C1C(C)C)C(C)C)OOC(C)(C)C bis(t-butylperoxy)-1,3-diisopropylbenzene